ClC1=CC(=C2C(=N1)C1(OCC2)COCC1)OCC=1N(C=CN1)C 2'-chloro-4'-((1-methyl-1H-imidazol-2-yl)methoxy)-4,5,5',6'-tetrahydro-2H-spiro[furan-3,8'-pyrano[3,4-b]pyridine]